CC1=CN=C(S1)C=1C=C(C(=O)N[C@H](C)C=2C=NC(=NC2)C(F)(F)F)C=C(C1)O[C@@H]1CN(CC1)C(C)C 3-(5-methyl-1,3-thiazol-2-yl)-5-{[(3S)-1-(propan-2-yl)pyrrolidin-3-yl]oxy}-N-{(1R)-1-[2-(trifluoromethyl)pyrimidin-5-yl]ethyl}benzamide